3-(7-bromo-8-fluoro-2-(2-hydroxyethoxy)quinazolin-4-yl)-3,8-diazabicyclo[3.2.1]octane BrC1=CC=C2C(=NC(=NC2=C1F)OCCO)N1CC2CCC(C1)N2